3-((4-(5-chloro-2-((6,6-difluoro-1,4-oxazepan-2-yl)methyl)-3-methylphenyl)pyrrolo[2,1-f][1,2,4]triazin-6-yl)methyl)-6,6-dimethyl-3-azabicyclo[3.1.0]hexane-2,4-dione ClC=1C=C(C(=C(C1)C1=NC=NN2C1=CC(=C2)CN2C(C1C(C1C2=O)(C)C)=O)CC2OCC(CNC2)(F)F)C